COC1=CC=C(C=C1)CN1C(C(NCC1)=O)CC(=O)OCC ethyl 2-[1-[(4-methoxyphenyl)methyl]-3-oxo-piperazin-2-yl]acetate